OCCOC1=CC=C(C=C1)NC1=NC(=NC=2C=NNC(C21)=O)N2CCC(CC2)CC#N 2-(1-(4-((4-(2-hydroxyethoxy)phenyl)amino)-5-oxo-5,6-dihydropyrimido[4,5-d]pyridazin-2-yl)piperidin-4-yl)acetonitrile